FC(OC1=C(C(=CC(=C1)C=1N(N=C2C=C(C=C(C12)C(F)F)C=1C=NN(C1)C[C@@H](C)O)C)OC)C(=O)N1CC(C1)(C(F)(F)F)O)F [2-(difluoromethoxy)-4-[4-(difluoromethyl)-6-[1-[(2R)-2-hydroxypropyl]pyrazol-4-yl]-2-methylindazol-3-yl]-6-methoxyphenyl]-[3-hydroxy-3-(trifluoromethyl)azetidin-1-yl]methanone